3-((R)-2-amino-2-phenylethyl)-5-(2-fluoro-3-(((R)-tetrahydrofuran-3-yl)oxy)phenyl)-1-(2-fluoro-6-(trifluoromethyl)benzyl)-6-methylpyrimidine-2,4(1H,3H)-dione N[C@@H](CN1C(N(C(=C(C1=O)C1=C(C(=CC=C1)O[C@H]1COCC1)F)C)CC1=C(C=CC=C1C(F)(F)F)F)=O)C1=CC=CC=C1